(2-(6-Oxaspiro[4.5]decan-9-yl)pyridin-3-yl)methanol C1CCCC12OCCC(C2)C2=NC=CC=C2CO